2-benzoyl-3-(2-furoyl)cyclopropane C(C1=CC=CC=C1)(=O)C1CC1C(=O)C=1OC=CC1